N1=NC(=NN=C1)C1=CC=C(C=C1)CNC(CCCC(NCCOCCOCCOCCOCCOCCOCCOCCNC(OC(C)(C)C)=O)=O)=O tert-butyl (1-(4-(1,2,4,5-tetrazin-3-yl)phenyl)-3,7-dioxo-11,14,17,20,23,26,29-heptaoxa-2,8-diazahentriacontan-31-yl)carbamate